1-(4-(1-HYDROXYCYCLOBUTYL)PYRIDIN-2-YL)-N-(1-METHYL-1H-INDAZOL-7-YL)-1H-PYRAZOLE-4-SULFONAMIDE OC1(CCC1)C1=CC(=NC=C1)N1N=CC(=C1)S(=O)(=O)NC=1C=CC=C2C=NN(C12)C